CC=1NC=2N(C(C1C1=CC(NC=C1)=O)=O)N=C(C2N2CCCCC2)C2=CC=CC=C2 5-methyl-6-(2-oxo-1,2-dihydropyridin-4-yl)-2-phenyl-3-(piperidin-1-yl)pyrazolo[1,5-a]pyrimidin-7(4H)-one